C(C)(=O)C1=CC(=C(C(=C1OCCCNC(OC(C)(C)C)=O)N)C)Cl tert-Butyl [3-(6-acetyl-2-amino-4-chloro-3-methylphenoxy)propyl]carbamate